Acetyl-D,L-Penicillamine C(C)(=O)N[C@@H](C(C)(C)S)C(=O)O |r|